4-Chloro-1-ethyl-3-(2-(((1,1,1,3,3,3-hexafluoropropan-2-yl)oxy)carbonyl)benzoyl)-1H-indazole 2-oxide ClC1=C2C(=[N+](N(C2=CC=C1)CC)[O-])C(C1=C(C=CC=C1)C(=O)OC(C(F)(F)F)C(F)(F)F)=O